NC=1N(C=2C(=C3N=C(C=NC3=CC2)C)N1)C 2-amino-3,8-dimethylimidazo[4,5-f]-quinoxaline